N1N=CC=2C1=C(N=CC2)C=2C=CC(=NC2)N2C([C@@H]1N(CCNC1)CC2)=O (R)-8-(5-(1H-Pyrazolo[3,4-c]pyridin-7-yl)pyridin-2-yl)-9-oxooctahydro-2H-pyrazino[1,2-a]pyrazin